(R)-N-(1-(1-(4-fluorophenyl)-6-methyl-1H-indazol-5-yl)piperidin-3-yl)-N-methylmethanesulfonamide FC1=CC=C(C=C1)N1N=CC2=CC(=C(C=C12)C)N1C[C@@H](CCC1)N(S(=O)(=O)C)C